COC=1C=C(C=CC1)C1=NOC(=C1)NC(CCC(=O)N1C=2N(CCC1)N=C(C2)C)=O N-[3-(3-methoxyphenyl)-1,2-oxazol-5-yl]-4-{2-methyl-5H,6H,7H-pyrazolo[1,5-a]pyrimidin-4-yl}-4-oxobutanamide